(2S,3S)-3-methylaziridine-1,2-dicarboxylic acid 1-benzyl 2-methyl ester COC(=O)[C@H]1N([C@H]1C)C(=O)OCC1=CC=CC=C1